trans-rac-2-chloro-4-(2,2-dichloro-3-(diethoxymethyl)cyclopropyl)-1-fluorobenzene ClC1=C(C=CC(=C1)[C@@H]1C([C@H]1C(OCC)OCC)(Cl)Cl)F |r|